1-Methyl-2-(6-trifluoromethoxy-benzothiazol-2-ylamino)-1H-benzoimidazole-5-carboxylic acid [2-(4-methylamino-piperidin-1-yl)-2-oxo-ethyl]-amide hydrochloride Cl.CNC1CCN(CC1)C(CNC(=O)C1=CC2=C(N(C(=N2)NC=2SC3=C(N2)C=CC(=C3)OC(F)(F)F)C)C=C1)=O